CN1CCC(CC1)NC=1C2=C(C=NC1)C(=CS2)CC(F)(F)F 7-((1-methylpiperidin-4-yl)amino)-3-(2,2,2-trifluoroethyl)thieno[3,2-c]pyridin